3-[3-[(2,4-Dichlorophenoxy)methyl]-4-methoxyphenyl]-1-(2-hydroxyphenyl)prop-2-en-1-one ClC1=C(OCC=2C=C(C=CC2OC)C=CC(=O)C2=C(C=CC=C2)O)C=CC(=C1)Cl